O=C1N(CCC(N1)=O)C1=CC=C(C=N1)NC(C=C)=O N-(6-(2,4-dioxo-tetrahydropyrimidin-1(2H)-yl)pyridin-3-yl)acrylamide